sulfur lead-antimony [Sb].[Pb].[S]